C(#N)C1=C(C=CC=C1/C=C/C1=C(C=C(CN2[C@@H](CCCC2)C(=O)O)C=C1)C(F)(F)F)C1=CC=CC=C1 (S,E)-1-(4-(2-(2-Cyano-[1,1'-biphenyl]-3-yl)vinyl)-3-trifluoromethylbenzyl)piperidine-2-carboxylic acid